C1(CC1)C=1N=NN(C1)[C@@H](C(=O)N1[C@H](C[C@@H](C1)O)C(=O)NCCC(CC)N1C(CCC1)=O)C(C)(C)C (2R,4S)-1-[(2R)-2-(4-cyclopropyl-triazol-1-yl)-3,3-dimethyl-butyryl]-4-hydroxy-N-[3-(2-oxopyrrolidin-1-yl)pentyl]pyrrolidine-2-carboxamide